SCCCCCCCCCCCC1=CC(=NC=C1)C1=NC=CC(=C1)C 4-(11-mercaptoundecyl)-4'-methyl-2,2'-bipyridine